CC1=CN=C(C(N1CC(=O)OCC)=O)NCCC1=CC=CC=C1 Ethyl 2-(6-methyl-2-oxo-3-(phenethylamino)pyrazin-1(2H)-yl)acetate